2-bromo-5-chloro-4-(3-isopropyl-1-((2-(trimethylsilyl)ethoxy)methyl)-1H-pyrazol-4-yl)pyridine BrC1=NC=C(C(=C1)C=1C(=NN(C1)COCC[Si](C)(C)C)C(C)C)Cl